(S)-2-(methylamino)propan CNC(C)C